(R or S)-tert-butyl ((2-(1-cyclopropyl-2-hydroxy-2-methylpropyl)-3-oxoisoindolin-4-yl)methyl)carbamate C1(CC1)[C@H](C(C)(C)O)N1CC2=CC=CC(=C2C1=O)CNC(OC(C)(C)C)=O |o1:3|